tert-butyl (3S,5S)-3-fluoro-5-[[4-[2-methyl-4-[[4-(2,2,2-trifluoroethylcarbamoyl)-1-naphthyl]oxy]thiazol-5-yl]pyrimidin-2-yl]amino]piperidine-1-carboxylate F[C@@H]1CN(C[C@H](C1)NC1=NC=CC(=N1)C1=C(N=C(S1)C)OC1=CC=C(C2=CC=CC=C12)C(NCC(F)(F)F)=O)C(=O)OC(C)(C)C